C(CC)OC=CC propoxypropene